FC([C@H]1N(C(OC1)=C=O)C=1N=C2N(CCOC3=C2C=CC(=C3)N3[C@@H](CCC3)C(=O)N)C1C)F (S)-1-(2-((S)-4-(difluoromethyl)-2-carbonyloxazolidin-3-yl)-3-methyl-5,6-dihydrobenzo[f]imidazo[1,2-d][1,4]oxazepin-9-yl)pyrrolidine-2-carboxamide